(E)-N-(2-(6-methoxy-2-oxo-2,3-dihydro-1,3-benzooxazol-3-yl)ethyl)-3-(2-chlorophenyl)acrylamide COC1=CC2=C(N(C(O2)=O)CCNC(\C=C\C2=C(C=CC=C2)Cl)=O)C=C1